FCCOCCOCCOC1=CC=C2C=3C=CC(=CC3NC2=C1)NC 7-(2-(2-(2-fluoroethoxy)ethoxy)ethoxy)-N-methyl-9H-carbazol-2-amine